(3R)-N-[3-[2-(cyclopentylamino)-8-methyl-7-oxopyrido[2,3-d]pyrimidin-6-yl]-2,4-difluorophenyl]-3-fluoropyrrolidine-1-sulfonamide C1(CCCC1)NC=1N=CC2=C(N1)N(C(C(=C2)C=2C(=C(C=CC2F)NS(=O)(=O)N2C[C@@H](CC2)F)F)=O)C